FC1=C(C=C(C=C1)OC)CN (2-fluoro-5-methoxyphenyl)methaneamine